O=C(OCCNCCNCC)OCCCCCCCCCC(=O)[O-] 10-oxo-9,11-dioxa-3,6-diazahenicosan-21-oate